N-acrylamidoalanine C(C=C)(=O)NN[C@@H](C)C(=O)O